5-(6-chloropyridin-3-yl)-3-(methoxymethoxy)isoxazole ClC1=CC=C(C=N1)C1=CC(=NO1)OCOC